C1(=CC=CC=C1)[B-](C1=CC=CC=C1)(C1=CC=CC=C1)C1=CC=CC=C1.C1=CC=CC=C1 Benzene tetraphenylborate